1-(3-(dimethylamino)pyrrolidin-1-yl)ethanone hydrochloride Cl.CN(C1CN(CC1)C(C)=O)C